Cl.FC1=CC(=C2C=CC=NC2=C1C)N1C[C@@H](C[C@@H](C1)C)N (3R,5S)-1-(7-fluoro-8-methyl-quinolin-5-yl)-5-methyl-piperidin-3-ylamine hydrochloride salt